4-(2,5-Dichlorophenyl)-N-(4-(2-hydroxyethoxy)-2,6-dimethylphenyl)pyrimidine-2-carboxamide ClC1=C(C=C(C=C1)Cl)C1=NC(=NC=C1)C(=O)NC1=C(C=C(C=C1C)OCCO)C